2-(6-fluoro-2,4-dioxo-1H-quinazolin-3-yl)propanoic acid FC=1C=C2C(N(C(NC2=CC1)=O)C(C(=O)O)C)=O